O=S1(CC2(C1)CN(C2)C2=CC=CC(=N2)C2=NC1=CC(=NC=C1C=C2)CNC(C2=CC(=C(C=C2)C)S(=O)(=O)C)=O)=O N-((2-(6-(2,2-dioxido-2-thia-6-azaspiro[3.3]heptan-6-yl)pyridin-2-yl)-1,6-naphthyridin-7-yl)methyl)-4-methyl-3-(methylsulfonyl)benzamide